CC=1SC(=C(N1)[C@H](N)C1(CCCC1)C)C (R)-(2,5-Dimethylthiazol-4-yl)(1-methylcyclopentyl)-methanamine